C(C)(CC)C1C(NC2=C(CN1C(=O)NC1CC(CC1)O)C=C(C=C2)F)=O 3-(sec-butyl)-7-fluoro-N-(3-hydroxycyclopentyl)-2-oxo-1,2,3,5-tetrahydro-4H-benzo[1,4]diazepine-4-carboxamide